5-(imidazo[1,2-a]pyrimidin-6-yl)-4-methoxy-N-(2-oxaspiro[3.5]nonan-7-yl)-7H-pyrrolo[2,3-d]pyrimidin-2-amine N=1C=CN2C1N=CC(=C2)C2=CNC=1N=C(N=C(C12)OC)NC1CCC2(COC2)CC1